C(C)(C)OC(=O)N1[C@H](CN(CC1)CC1=C(C(=CC(=C1)C)NC=1OC(=NN1)C1=NON=C1C)C)C (2S)-4-[[2,5-dimethyl-3-[[5-(4-methyl-1,2,5-oxadiazol-3-yl)-1,3,4-oxadiazol-2-yl]amino]phenyl]methyl]-2-methyl-piperazine-1-carboxylic acid isopropyl ester